din-decyl sulfide C(CCCCCCCCC)SCCCCCCCCCC